methyl 3-(difluoromethoxy)-5-formylbenzoate FC(OC=1C=C(C(=O)OC)C=C(C1)C=O)F